(R)- or (S)-N-(4-(3-fluoro-4-(trifluoromethyl)phenyl)-4,5,6,7-tetrahydropyrazolo[1,5-a]pyrimidin-6-yl)acrylamide FC=1C=C(C=CC1C(F)(F)F)N1C=2N(C[C@@H](C1)NC(C=C)=O)N=CC2 |o1:15|